ClCCOCC=C 3-(2-chloroethoxy)propene